C(C1=CC=CC=C1)N1[C@@H]2[C@](C(C1([2H])[2H])(F)F)(N(CC2)[2H])[2H] (cis)-1-benzyl-3,3-difluorooctahydropyrrolo[3,2-b]Pyrrole-d4